dihydrogen phosphate trifluoroacetate FC(C(=O)O)(F)F.P(=O)(O)(O)O